COC1=C(C=CC=2C=3N(C=NC12)CCN3)OCCCN3CCOCC3 7-methoxy-8-(3-morpholinopropoxy)-2,3-dihydroimidazo[1,2-c]quinazoline